FC1=CC(=CC=2NC(=NC21)NC=2N=NC1=C(N2)C=CC(=C1)C(F)(F)F)C1CCN(CC1)CCO 2-(4-(4-fluoro-2-((7-(trifluoromethyl)benzo[e][1,2,4]triazin-3-yl)amino)-1H-benzo[d]imidazol-6-yl)piperidin-1-yl)ethan-1-ol